FC(C1(CC1)NC1CC2(CN(C2)C=O)C1)(F)F [6-[[1-(trifluoromethyl)cyclopropyl]amino]-2-azaspiro[3.3]heptan-2-yl]methanone